N-(4-cyanophenyl)-2-[3-(4,4-difluorocyclohex-1-en-1-yl)-6-oxopyridazin-1(6H)-yl]acetamide C(#N)C1=CC=C(C=C1)NC(CN1N=C(C=CC1=O)C1=CCC(CC1)(F)F)=O